2-{2-Chloro-3-[(4S)-2-imino-4-methyl-6-oxo-1-(tetrahydropyran-4-yl)hexahydropyrimidin-4-yl]anilino}-5-fluorobenzonitrile ClC1=C(NC2=C(C#N)C=C(C=C2)F)C=CC=C1[C@]1(NC(N(C(C1)=O)C1CCOCC1)=N)C